3-(3-((6-(2,2-diphenylethoxy)pyridin-3-yl)methyl)isoxazol-5-yl)pyridin-2-amine C1(=CC=CC=C1)C(COC1=CC=C(C=N1)CC1=NOC(=C1)C=1C(=NC=CC1)N)C1=CC=CC=C1